ClC=1C(=C(NC2=NC=NC3=CC(=C(C=C23)OC2CCN(CC2)C(C=C)=O)OC)C=CC1Cl)F 1-[4-[4-(3,4-dichloro-2-fluoroanilino)-7-methoxyquinazolin-6-yl]oxypiperidin-1-yl]prop-2-en-1-one